N[C@H]1CN(C[C@@H](C1)F)C(=O)C1=CC2=C(N(C(=N2)C=2N(C3=C(C=CC=C3C2)C=2C=C3C(C(NC3=CC2)=O)(C)O)CC2CC2)C)C(=C1)OC 5-(2-(5-((3R,5R)-3-amino-5-fluoropiperidine-1-carbonyl)-7-methoxy-1-methyl-1H-benzo[d]imidazol-2-yl)-1-(cyclopropylmethyl)-1H-indol-7-yl)-3-hydroxy-3-methylindolin-2-one